[Fe+2].[NH4+] Ammonium Iron